tertiary-butyl 4-(bis(methylthio)methylene)-3,5-dioxopiperidine-1-carboxylate CSC(=C1C(CN(CC1=O)C(=O)OC(C)(C)C)=O)SC